N-(1-amino-3-phenyl-propan-2-yl)-1-(2-((4-fluoro-phenyl)amino)pyridin-4-yl)-1H-pyrrole-3-carboxamide NCC(CC1=CC=CC=C1)NC(=O)C1=CN(C=C1)C1=CC(=NC=C1)NC1=CC=C(C=C1)F